ethyl 3-oxa-9-azabicyclo[3.3.1]nonane-7-carboxylate C12COCC(CC(C1)C(=O)OCC)N2